4-chloro-2,6-lutidine ClC1=CC(=NC(=C1)C)C